3-methyl-2-((S)-2,7-diazaspiro[4.4]non-2-yl)butanamide CC(C(C(=O)N)N1C[C@@]2(CC1)CNCC2)C